CC(CCCC(=O)OCC(O)CO)CCCC(CCCC(C)C)C O-(5,9,13-Trimethyltetradecanoyl)Glycerol